1-methyl-2,4-pentanediol CCC(CC(C)O)O